(S)-6-(2,6-difluorophenyl)-4-methyl-7,9,10,11-tetrahydro-4H-imidazo[1,2-a]oxepino[3',4':4,5]thieno[3,2-f][1,4]diazepine-2-carboxylic acid FC1=C(C(=CC=C1)F)C1=N[C@H](C=2N(C3=C1C1=C(S3)CCCOC1)C=C(N2)C(=O)O)C